N-(2-(((2-Methoxyethyl)imino)methyl)benzyl)-N-(2-oxo-2-((2'-oxo-1,1',2',3-tetrahydrospiro[indene-2,3'-pyrrolo[2,3-b]pyridin]-5-yl)amino)ethyl)pivalamide COCCN=CC1=C(CN(C(C(C)(C)C)=O)CC(NC=2C=C3CC4(C(NC5=NC=CC=C54)=O)CC3=CC2)=O)C=CC=C1